OC(CC)N1C(CN(CC1)C(CC)O)C N,N'-bis(alpha-hydroxypropyl)-2-methylpiperazine